(S)-2-(4-chlorobenzoyl)-3-fluoro-5-(1-hydroxyl-(tetrahydro-2H-pyran-4-yl)propyl)benzoic acid ClC1=CC=C(C(=O)C2=C(C(=O)O)C=C(C=C2F)[C@H](CCC2CCOCC2)O)C=C1